CS(=O)(=O)OC1CN(CC1)C(=O)OC(C)(C)C 1-(tert-butoxycarbonyl)pyrrolidin-3-yl methanesulfonate